C(C(=C)C)(=O)OCCC[Si](OCC)(OCC)OCC γ-methacryloyloxypropyltriethoxysilane